3,5-dimethylthio-toluene-2,4-diamine CSC1=C(C(C)=CC(=C1N)SC)N